CCN(CC)CCC1=CNC2=C1C=C(C=C2)OC N,N-diethyl-5-methoxytryptamine